C(C)N1C=C(C(C2=CC(=C3C(=C12)CC(C3)CNCCC3CN(C(O3)=O)C=3C=CC=1OCC(NC1N3)=O)F)=O)C(=O)O 1-Ethyl-6-fluoro-4-oxo-8-[[2-[2-oxo-3-(3-oxo-4H-pyrido[3,2-b][1,4]oxazin-6-yl)-1,3-oxazolidin-5-yl]ethylamino]methyl]-8,9-dihydro-7H-cyclopenta[H]quinoline-3-carboxylic acid